1-[3,3-bis(hydroxymethyl)azetidin-1-yl]-2-[4-[3-[1-(5-chloropyrimidin-2-yl)-4-piperidyl]propoxy]-2-fluoro-phenyl]ethanone OCC1(CN(C1)C(CC1=C(C=C(C=C1)OCCCC1CCN(CC1)C1=NC=C(C=N1)Cl)F)=O)CO